CCCCCC/C=C\CCCCCCCC(=O)O[C@H](COC(=O)CCCCCCC/C=C\C/C=C\C/C=C\CC)COP(=O)(O)OC[C@H](CO)O 1-(9Z,12Z,15Z-octadecatrienoyl)-2-(9Z-hexadecenoyl)-glycero-3-phospho-(1'-sn-glycerol)